1-isopropyl-3-(3-methyl-1-(tetrahydro-2H-pyran-2-yl)-1H-pyrazol-5-yl)-1H-pyrazolo[3,4-d]pyrimidin-4-amine C(C)(C)N1N=C(C=2C1=NC=NC2N)C2=CC(=NN2C2OCCCC2)C